OC1=CC=C(C(=O)NC[C@@H]2[C@@H]([C@@H]3CC[C@H]([C@@H]4CC[C@]5(OO[C@]43[C@H](O2)O5)C)C)C)C=C1 4-hydroxy-N-{[(3R,5aS,6R,8aS,9R,10S,12R,12aR)-3,6,9-trimethyldecahydro-12H-3,12-epoxypyrano[4,3-j][1,2]Benzodioxepin-10-yl]methyl}benzamide